C1=C(C=CC2=CC=CC=C12)C=1C=CC=2C=3C=CC(=C4C=CC=C(C5=CC=CC1C52)C43)C4=CC3=CC=CC=C3C=C4 3,10-bis(naphthalen-2-yl)perylene